(S)-6-(Methylthio)-N-(4-(piperidin-3-yl)-phenyl)-nicotinamid CSC1=NC=C(C(=O)NC2=CC=C(C=C2)[C@H]2CNCCC2)C=C1